CN=NN methyl-1-triazene